2-allyl-4-methoxyphenol C(C=C)C1=C(C=CC(=C1)OC)O